FC1=C(C=CC(=C1)F)C=1CCN(CC1)C(CCC=1NC(C2=CC(=CC(=C2C1)C)F)=O)=O 3-(3-(4-(2,4-difluorophenyl)-3,6-dihydropyridin-1(2H)-yl)-3-oxopropyl)-7-fluoro-5-methylisoquinolin-1(2H)-one